N1(CCCCC1)C(=O)O[C@H](C(F)(F)CC1=CC=CC=C1)N benzyl-[(1R)-1-amino-2,2-difluoroethyl] piperidine-1-carboxylate